2-chloro-4-((2S,5R)-4-(6-chloronicotinoyl)-2,5-dimethylpiperazin-1-yl)benzonitrile ClC1=C(C#N)C=CC(=C1)N1[C@H](CN([C@@H](C1)C)C(C1=CN=C(C=C1)Cl)=O)C